1-butylimidazolium C(CCC)N1C=[NH+]C=C1